C(C)(C)C1=CC=C(C=C1)C#CC1=C(C=CC=C1)C(\C=C\C1=CC=CC=C1)=O (E)-1-(2-((4-isopropylphenyl)ethynyl)phenyl)-3-phenylprop-2-en-1-one